12H-pyrido[2,1-a]β-carbolin-5-ium C1=CC=C[N+]=2C1=C1NC3=CC=CC=C3C1=CC2